(2R,3R,4R)-3,4-DIMETHYLHEX-5-EN-2-OL C[C@@H]([C@@H](C)O)[C@@H](C=C)C